1-(carboxymethyl)octyl 3-[(6-deoxy-alpha-L-mannopyranosyl)oxy]decanoate [C@@H]1([C@H](O)[C@H](O)[C@@H](O)[C@@H](O1)C)OC(CC(=O)OC(CCCCCCC)CC(=O)O)CCCCCCC